FC1=C(C(=O)NC=2N(N=C3C=C(C=CC23)[C@@H]2NCCC2)C2=CC=CC=C2)C=C(C(=C1)C(F)(F)F)C1=NC=CC=N1 |r| (R and S)-2-Fluoro-N-(2-phenyl-6-(pyrrolidin-2-yl)-2H-indazol-3-yl)-5-(pyrimidin-2-yl)-4-(trifluoromethyl)benzamide